C(C)(C)C1=CC=C(C=CC(C)(S(=O)N)C)C=C1 (4-isopropylbenzylidene)-2-methylpropane-2-sulfinamide